CC1(NC(=NC=C1)Cl)Cl 4-methyl-2,4-dichloropyrimidine